N1C(=O)NC(=O)NC1=O.[K] potassium cyanuric acid